N1=NC(=CC=C1)CCC(=O)N (pyridazin-3-yl-methyl)-acetamide